CC=1C=CC(=C(C1)N1C(SCC1=O)=NC(N)=O)COCC(Cl)(Cl)Cl 3-(3-(5-methyl-2-((2,2,2-trichloroethoxy)methyl)phenyl)-4-oxothiazolidin-2-ylidene)urea